N1N=CC(=C1)C1=CC=C(CN(C(=O)[C@H]2CN(CCC2)C=2C=C(OC(C(=O)N3CCN(CC3)C(=O)OC(C)(C)C)(C)C)C=CC2)CCNC(=O)OC(C)(C)C)C=C1 tert-butyl (R)-4-(2-(3-(3-((4-(1H-pyrazol-4-yl)benzyl)(2-((tert-butoxycarbonyl) amino)ethyl)carbamoyl)piperidin-1-yl)phenoxy)-2-methylpropanoyl)piperazine-1-carboxylate